3-((((9H-fluoren-9-yl)methoxy)carbonyl)amino)propanoic acid C1=CC=CC=2C3=CC=CC=C3C(C12)COC(=O)NCCC(=O)O